C(C)SC=1C=CC(=NC1)C#N 5-(ethylsulfanyl)-2-pyridinecarbonitrile